2-(((4-(butylsulfanyl)-3,5-dimethoxyphenethyl)amino)methyl)phenol C(CCC)SC1=C(C=C(CCNCC2=C(C=CC=C2)O)C=C1OC)OC